C(C)(C)(C)[Si](OCC(=O)N1CCC(CC1)C(=N)NO)(C1=CC=CC=C1)C1=CC=CC=C1 1-[2-(tert-butyl-diphenyl-silanyloxy)-acetyl]-N-hydroxy-piperidine-4-carboxamidine